C1(=CC=CC=C1)N1C=NC=2NS(CC(C21)=O)(=O)=O 5-phenyl-3,5-dihydroimidazo[4,5-c][1,2]thiazine-4(1H)-one 2,2-dioxide